3-(6-Aminopyridin-3-yl)-N-benzylbenzamide NC1=CC=C(C=N1)C=1C=C(C(=O)NCC2=CC=CC=C2)C=CC1